t-butyl peroxy isononanoate CC(C)CCCCC1(OO1)C(=O)OC(C)(C)C